1-[3-formyl-4-(prop-2-en-1-yl)furan-2-yl]methanamine C(=O)C1=C(OC=C1CC=C)CN